3-Methyl-6-(3-oxo-isoindolin-5-yl)-3,4-dihydropyridine-1(2H)-carboxylic acid tert-butyl ester C(C)(C)(C)OC(=O)N1CC(CC=C1C=1C=C2C(NCC2=CC1)=O)C